(2,4,6-trimethylbenzoyl)phenyl-phosphine oxide CC1=C(C(=O)P(C2=CC=CC=C2)=O)C(=CC(=C1)C)C